C(C)N(C(NC(CC#N)=O)=N)CC diethylcyanoacetyl-guanidine